C1(=CC=CC=C1)S(=O)(=O)C1=[N+](ON=C1S(=O)(=O)C1=CC=CC=C1)[O-] 3,4-Dibenzenesulfonyl-1,2,5-oxadiazole-2-oxide